4-amino-3-methoxybenzonitrile NC1=C(C=C(C#N)C=C1)OC